BrC1=CC(=C(C=C1)NC(=O)C1=C(C=NN1C)CC=O)C N-(4-bromo-2-methylphenyl)-1-methyl-4-(2-oxoethyl)-1H-pyrazole-5-carboxamide